(S)-3-chloro-6,7,7a,8,10,11-hexahydro-9H-pyrazino[1,2-d]pyrido[3,2-b][1,4]thiazepin ClC1=CC=2SCC[C@@H]3N(C2N=C1)CCNC3